C(=CCCCCCCCCCC)N dodecenylamine